ricinoleic acid sodium salt [Na+].C(CCCCCCC\C=C/C[C@H](O)CCCCCC)(=O)[O-]